{2-[(p-Isopropenylphenyl)methoxy]-4-methoxyphenyl}phenylmethanone C(=C)(C)C1=CC=C(C=C1)COC1=C(C=CC(=C1)OC)C(=O)C1=CC=CC=C1